2,7-dimethyl-9H-carbazole CC1=CC=2NC3=CC(=CC=C3C2C=C1)C